4-(3-bromo-8-fluoro-6-quinolylamino)-2-{3-methoxy-4-[(1s,3s)-3-(dimethylamino)cyclobutoxy]phenylamino}pyrimidine BrC=1C=NC2=C(C=C(C=C2C1)NC1=NC(=NC=C1)NC1=CC(=C(C=C1)OC1CC(C1)N(C)C)OC)F